methanamine hydrochloride salt Cl.CN